Dimethyl 2-((2-(3-((R)-2,4-dihydroxy-3,3-dimethylbutanamido)propanamido)ethyl)thio)succinate O[C@@H](C(=O)NCCC(=O)NCCSC(C(=O)OC)CC(=O)OC)C(CO)(C)C